tert-butyl (3-((2-chloro-5-(4-(trifluoromethyl)phenyl)pyrimidin-4-yl)oxy)phenyl)carbamate ClC1=NC=C(C(=N1)OC=1C=C(C=CC1)NC(OC(C)(C)C)=O)C1=CC=C(C=C1)C(F)(F)F